NC=1C(=C(C(=O)O)C=CC1)O 3-Amino-2-hydroxybenzoic acid